C[C@@H](/C=C\C/C=C\C[C@H](/C=C/C=C\C/C=C\C/C=C\CCC(=O)O)O)O 14R,21S-dihydroxy-4Z,7Z,10Z,12E,16Z,19Z-docosahexaenoic acid